2-(5-((3-(cyclopropylmethyl)-2,4,5-trioxoimidazolidin-1-yl)methyl)-1,2,4-oxadiazol-3-yl)-N-(2-methoxyphenyl)-N-((tetrahydro-2H-pyran-3-yl)methyl)acetamide C1(CC1)CN1C(N(C(C1=O)=O)CC1=NC(=NO1)CC(=O)N(CC1COCCC1)C1=C(C=CC=C1)OC)=O